alpha-3-methylcyclohexylalanine CC1CC(CCC1)[C@](N)(C)C(=O)O